(3R,5S)-1-((S)-3-cyclopentyl-2-((methyl-d3)amino)propionyl)-2'-oxo-1',2'-dihydrospiro[pyrrolidine-3,3'-pyrrolo[2,3-b]pyridine]-5-carboxamide hydrochloride Cl.C1(CCCC1)C[C@@H](C(=O)N1C[C@@]2(C(NC3=NC=CC=C32)=O)C[C@H]1C(=O)N)NC([2H])([2H])[2H]